C(#N)C1=C(C(=O)O)C=CC(=C1)C#CC1=C(C=CC=C1)NS(=O)(=O)C1=CC2=CC=CC=C2C=C1 2-cyano-4-{2-[2-(naphthalene-2-sulfonamido)phenyl]ethynyl}benzoic acid